FC1=C(C=C(C=C1)B(O)O)C(NC(C)C)=O 4-FLUORO-3-(ISOPROPYLCARBAMOYL)PHENYLBORONIC ACID